4-(1-((1R,3R)-3-aminocyclopentyl)-4-((1-(cyclopropylmethyl)-1H-pyrazol-4-yl)oxy)-1H-pyrazolo[3,4-d]pyrimidin-3-yl)-2-fluorobenzonitrile N[C@H]1C[C@@H](CC1)N1N=C(C=2C1=NC=NC2OC=2C=NN(C2)CC2CC2)C2=CC(=C(C#N)C=C2)F